(S)-2-amino-2-methylbutanoic acid N[C@](C(=O)O)(CC)C